2-allylthio-1-(morpholin-N-yl)ethane-1-one C(C=C)SCC(=O)N1CCOCC1